1-tert-butoxypropan-2-ol C(C)(C)(C)OCC(C)O